N[S@@](=NC(CC1=C(C=C(C=C1C(C)C)C1=CC=C2CCOCC2=C1)C(C)C)=O)(=O)C1=CN=C(S1)C(C)(C)O (S)-N-(amino(2-(2-hydroxypropan-2-yl)thiazol-5-yl)(oxo)-λ6-sulfaneylidene)-2-(4-(isochroman-7-yl)-2,6-diisopropylphenyl)acetamide